dithio-diethyl diisocyanate C(CSSCCN=C=O)N=C=O